(4-(4-(benzo[d]thiazol-5-ylamino)quinolin-7-yl)phenyl)(4-(pyrimidin-4-yl)piperazin-1-yl)methanone S1C=NC2=C1C=CC(=C2)NC2=CC=NC1=CC(=CC=C21)C2=CC=C(C=C2)C(=O)N2CCN(CC2)C2=NC=NC=C2